ClC1=CC=C(C(=N1)C(=NO)N)O[C@H](C)C=1C=C(C=C2C(C(=C(OC12)C=1C=NC=C(C1)F)C)=O)C 6-Chloro-3-[(1R)-1-[2-(5-fluoro-3-pyridyl)-3,6-dimethyl-4-oxo-chromen-8-yl]ethoxy]-N'-hydroxy-pyridine-2-carboxamidine